2-(1-(2-hydroxyethyl)-1H-pyrazol-4-yl)-3-methylcyclopropane OCCN1N=CC(=C1)C1CC1C